tert-butyl N-[(1S)-1-({5-[3-methyl-4-(methylcarbamoyl)benzoyl]-5-azaspiro[2.4]heptan-7-yl}carbamoyl)-5-(trimethylazaniumyl)pentyl]carbamate iodide [I-].CC=1C=C(C(=O)N2CC3(CC3)C(C2)NC(=O)[C@H](CCCC[N+](C)(C)C)NC(OC(C)(C)C)=O)C=CC1C(NC)=O